2-{[3-(4-fluorophenyl)-5-methyl-1,2-oxazol-4-yl]methoxy}-6-(1-methyl-1H-pyrrole-3-carbonyl)-5,6,7,8-tetrahydro-1,6-naphthyridine FC1=CC=C(C=C1)C1=NOC(=C1COC1=NC=2CCN(CC2C=C1)C(=O)C1=CN(C=C1)C)C